Dimethyl (8-(allyloxy)-1-methyl-1,2-dihydroquinolin-2-yl)phosphonate C(C=C)OC=1C=CC=C2C=CC(N(C12)C)P(OC)(OC)=O